ClC=1C=C2C(NC(NC2=C(C1C1=C(C=C(C=C1)F)F)SCCCO)=O)=O 6-chloro-7-(2,4-difluorophenyl)-8-[(3-hydroxypropyl)sulfanyl]-1,3-dihydroquinazoline-2,4-dione